1-(2-hydroxypentan-3-yl)-3-(4-(4-(4-(4,4,5,5-tetramethyl-1,3,2-dioxaborolan-2-yl)phenyl)piperazin-1-yl)phenyl)-1,3-dihydro-2H-imidazol-2-one OC(C)C(CC)N1C(N(C=C1)C1=CC=C(C=C1)N1CCN(CC1)C1=CC=C(C=C1)B1OC(C(O1)(C)C)(C)C)=O